4-azidophenacyl bromide N(=[N+]=[N-])C1=CC=C(C(CBr)=O)C=C1